3-(ethylsulfonyl)-5-(trifluoromethoxy)benzoic acid C(C)S(=O)(=O)C=1C=C(C(=O)O)C=C(C1)OC(F)(F)F